(-)-2-(3-chloro-2-fluorophenyl)-2-({4-[(2-imino-2,3-dihydro-1,3-oxazol-3-yl)methyl]-1H-1,3-benzodiazol-2-yl}amino)propan-1-ol ClC=1C(=C(C=CC1)C(CO)(C)NC1=NC2=C(N1)C=CC=C2CN2C(OC=C2)=N)F